C(C)(C)(C)OC(=O)N1C(C(CCC1=O)N1C(N(C=C1C)CCO)=O)=O.C(C)(=O)O[Si](OC(C)=O)(OC(C)=O)CCC1=CC=C(C=C1)CC[Si](OC(C)=O)(OC(C)=O)OC(C)=O 1,4-Bis(triacetoxysilylethyl)benzene tert-Butyl-3-(3-(2-hydroxyethyl)-5-methyl-2-oxo-2,3-dihydro-1H-imidazol-1-yl)-2,6-dioxopiperidine-1-carboxylate